methyl 2-(4-((tert-butoxycarbonyl)amino)bicyclo[2.2.2]octan-1-yl)-2H-indazole-6-carboxylate C(C)(C)(C)OC(=O)NC12CCC(CC1)(CC2)N2N=C1C=C(C=CC1=C2)C(=O)OC